(R)-N-(2-(5-(4-((1-cyanoethyl)amino)-6-(3-cyanopyrrolo[1,2-b]pyridazin-7-yl)pyridin-3-yl)-1,3,4-thiadiazol-2-yl)-2-azaspiro[3.5]non-7-yl)acetamide C(#N)[C@@H](C)NC1=C(C=NC(=C1)C1=CC=C2N1N=CC(=C2)C#N)C2=NN=C(S2)N2CC1(C2)CCC(CC1)NC(C)=O